C(C)[S@@](=O)CN1N=CC2=NC=C(C=C21)C2=C(C(=CC=C2)C(F)(F)F)F |r| (RS)-1-(Ethylsulfinylmethyl)-6-[2-fluoro-3-(trifluoromethyl)phenyl]pyrazolo[4,3-b]pyridine